FC=1C=C(OC(CN2CC3(CS(C3)(=O)=O)CC2)(C)C)C=CC1 6-(2-(3-fluorophenoxy)-2-methylpropyl)-2-thia-6-azaspiro[3.4]octane-2,2-dioxide